tert-butyl N-[(R)-[(3R)-2-oxo-1H-pyrido[2,3-b][1,4]oxazin-3-yl]-phenyl-methyl]carbamate O=C1NC2=C(O[C@@H]1[C@H](NC(OC(C)(C)C)=O)C1=CC=CC=C1)N=CC=C2